oxepin O1C=CC=CC=C1